(S)-N-(8,9-difluoro-6-oxo-1,2,3,4,5,6-hexahydrobenzo[c][1,7]naphthyridin-1-yl)-N-methyl-5-(trifluoromethyl)isoindoline-2-carboxamide FC=1C(=CC2=C(C(NC=3CNC[C@H](C23)N(C(=O)N2CC3=CC=C(C=C3C2)C(F)(F)F)C)=O)C1)F